BrC1=C2C=CC=CC2=C(C2=CC=CC=C12)C1=CC=CC2=C1OC1=C2C=CC=C1 4-(10-Bromoanthracen-9-yl)dibenzofuran